hydroxyazobenzene OC1=C(C=CC=C1)N=NC1=CC=CC=C1